4-(aminomethyl)-4-methylpiperidine NCC1(CCNCC1)C